(2S,4R)-1-((S)-3,3-dimethyl-2-(8-(piperazin-1-yl)octanamido)butanoyl)-4-hydroxy-N-(4-(4-methylthiazol-5-yl)benzyl)pyrrolidine-2-carboxamide hydrochloride Cl.CC([C@@H](C(=O)N1[C@@H](C[C@H](C1)O)C(=O)NCC1=CC=C(C=C1)C1=C(N=CS1)C)NC(CCCCCCCN1CCNCC1)=O)(C)C